3-fluoro-N'-(1H-indole-4-carbonyl)-4-nitrobenzenesulfonohydrazide FC=1C=C(C=CC1[N+](=O)[O-])S(=O)(=O)NNC(=O)C=1C=2C=CNC2C=CC1